2,6-di-tert-butyl-4-ethyl-phenol C(C)(C)(C)C1=C(C(=CC(=C1)CC)C(C)(C)C)O